3-[3-(4-chloro-2-fluoro-phenyl)-1-bicyclo[1.1.1]pentanyl]azetidine-1-carboxylic Acid Tert-Butyl Ester C(C)(C)(C)OC(=O)N1CC(C1)C12CC(C1)(C2)C2=C(C=C(C=C2)Cl)F